2-methyl-7-(piperidin-4-yl)-5-(2-(trifluoromethyl)benzyl)pyrido[2,3-b]pyrazin-6(5H)-one hydrochloride Cl.CC=1N=C2C(=NC1)N(C(C(=C2)C2CCNCC2)=O)CC2=C(C=CC=C2)C(F)(F)F